C(C)NC1=NC(=CC2=C1N=C(N=C2)S(=O)C)C#N 8-(ethylamino)-2-(methylsulfinyl)pyrido[3,4-d]pyrimidine-6-carbonitrile